3-(5-((3-fluoro-4-(piperidin-1-ylmethyl)benzyl)amino)benzofuran-3-yl)piperidine-2,6-dione FC=1C=C(CNC=2C=CC3=C(C(=CO3)C3C(NC(CC3)=O)=O)C2)C=CC1CN1CCCCC1